cis-vinyl ether C(=C)OC=C